Methyl 5-bromo-3,4-dihydroxy-2-methylbenzoate BrC=1C(=C(C(=C(C(=O)OC)C1)C)O)O